Methyl-(R)-(1-(4-fluoro-3-(trifluoromethyl)phenyl)cyclopropyl) ((2-methyl pyrrolidin-2-yl)methyl)-Carbamat CC1(NCCC1)CNC(O[C@]1(C(C1)C)C1=CC(=C(C=C1)F)C(F)(F)F)=O